bis(2-ethylhexanoate) tin (II) [Sn+2].C(C)C(C(=O)[O-])CCCC.C(C)C(C(=O)[O-])CCCC